[Cl-].C(CCCCCCC)[NH3+] normal octylammonium chloride